(2S,4S)-4-methoxy-2-(4-phenylindoline-1-carbonyl)pyrrolidine-1-carbonitrile CO[C@H]1C[C@H](N(C1)C#N)C(=O)N1CCC2=C(C=CC=C12)C1=CC=CC=C1